2-(thiophen-2-yl)ethan S1C(=CC=C1)CC